C(C=C)(=O)NCO[Si](C)(C)CCC acrylamido-propyldimethylmethoxysilan